1-(3,8-diacetoxyeicosanoyl)2,3-diacetoxyglycerol C(C)(=O)OC(CC(=O)OCC(OOC(C)=O)COOC(C)=O)CCCCC(CCCCCCCCCCCC)OC(C)=O